4-(3-fluorophenyl)-1-(5-(1-hydroxyethyl)-4-(4-(trifluoromethyl)phenyl)thiazol-2-yl)-3-methyl-1H-pyrazole-5-carboxylic acid FC=1C=C(C=CC1)C=1C(=NN(C1C(=O)O)C=1SC(=C(N1)C1=CC=C(C=C1)C(F)(F)F)C(C)O)C